tetroxol O1OOOC1